C1C\C=C/CCCCCCCCCCCCCCCCC(=O)OC1=O cis-3-eicosene-1,20-dicarboxylic anhydride